C(C)C1=CC=C(C=C1)S(=O)(=O)NCCN1CCC(CC1)CN1N=NC(=C1)C1=C(NC2=CC=C(C=C12)F)C(=O)OC(C)C Isopropyl 3-(1-((1-(2-((4-ethylphenyl)sulfonamido)ethyl)piperidin-4-yl)methyl)-1H-1,2,3-triazol-4-yl)-5-fluoro-1H-indol-2-carboxylat